N-[(1R,3S)-3-amino-2,2-dimethylcyclobutyl]-4-[2-chloro-4-[[5-[1-cyclopropyl-3-(trifluoromethyl)pyrazol-4-yl]-1-methylimidazole-2-carbonyl]amino]benzoyl]piperazine-1-carboxamide N[C@@H]1C([C@@H](C1)NC(=O)N1CCN(CC1)C(C1=C(C=C(C=C1)NC(=O)C=1N(C(=CN1)C=1C(=NN(C1)C1CC1)C(F)(F)F)C)Cl)=O)(C)C